[N+](=O)([O-])C1=CC=C(C=C1)C1=NC2=CC=C(C=C2N=C1C1=CC=CC=C1)N 2-(4-nitrophenyl)-3-phenyl-6-aminoquinoxaline